(E)-N-(2-amino-4-fluorophenyl)-5-(3-benzylidene-2,5-diketopyrrolidinyl)pentanamide NC1=C(C=CC(=C1)F)NC(CCCCN1C(/C(/CC1=O)=C/C1=CC=CC=C1)=O)=O